NCCOCCOCCOCCNS(=O)(=O)C1=CC=C(C=C1)[C@H]1CN(CC2=C(C=C(C=C12)Cl)Cl)C |o1:22| (R or S)-N-(2-(2-(2-(2-aminoethoxy)ethoxy)ethoxy)ethyl)-4-(6,8-dichloro-2-methyl-1,2,3,4-tetrahydroisoquinolin-4-yl)benzenesulfonamide